O=C1NC(CCC1N1C(C2=CC=CC(=C2C1=O)OCCCCCN1CCN(CC1)C1=NC=C(C=C1)NC1=NN2C(C=N1)=CC=C2C2=CC=C(C=C2)OC(F)(F)F)=O)=O 2-(2,6-dioxopiperidin-3-yl)-4-((5-(4-(5-((7-(4-(trifluoromethoxy)phenyl)pyrrolo[2,1-f][1,2,4]triazin-2-yl)amino)pyridin-2-yl)piperazin-1-yl)pentyl)oxy)isoindolin-1,3-dione